4-nitrophenyl N-t-butylcarbamate C(C)(C)(C)NC(OC1=CC=C(C=C1)[N+](=O)[O-])=O